BrC1=C(C=C2C(=NC(=NC2=C1F)F)N1CC2CCC(C1)N2C(=O)OC(C)(C)C)C(F)(F)F Tert-butyl 3-(7-bromo-2,8-difluoro-6-(trifluoromethyl) quinazolin-4-yl)-3,8-diazabicyclo[3.2.1]octane-8-carboxylate